ClC=1C=C(C=CC1)C(C(=C)C)O 1-(3-chloro-phenyl)-2-methylallyl alcohol